CS(=O)(=O)[O-].C[NH+]1CCC(CC1)CCCC 1-Methyl-4-butylpiperidinium methansulfonat